FC=1C=C(CN(C=2C3=C(N=C(N2)N(CCOC)CCOC)C(=NC(=N3)N(CCOC)CCOC)N3CCN(CC3)C3=NN(C=N3)C)C)C=CC1 N4-(3-fluorobenzyl)-N2,N2,N6,N6-tetrakis(2-methoxyethyl)-N4-methyl-8-(4-(1-methyl-1H-1,2,4-triazol-3-yl)piperazin-1-yl)pyrimido[5,4-d]pyrimidine-2,4,6-triamine